C(C)C1CC2=CC=CC=C2C1 2-ethyl-2,3-dihydro-1H-indene